C=CC(=O)OCC(C(C(C(F)F)(F)F)(F)F)(F)F octafluoropentyl acrylate